N-(2-hydroxy-5-(1-oxo-6-(5-(trifluoromethyl)pyrimidin-2-yl)-3,4-dihydroisoquinolin-2(1H)-yl)phenyl)methanesulfonamide OC1=C(C=C(C=C1)N1C(C2=CC=C(C=C2CC1)C1=NC=C(C=N1)C(F)(F)F)=O)NS(=O)(=O)C